CC(=CB1OB(OB(O1)C=C(C)C)C=C(C)C)C tri(2-methylpropene-1-yl)boroxine